4,6-dimethoxy-N-(4-(trifluoromethyl)benzo[d]thiazol-2-yl)benzo[d]thiazol-2-amine COC1=CC(=CC2=C1N=C(S2)NC=2SC1=C(N2)C(=CC=C1)C(F)(F)F)OC